[Ru]=O.[W] tungsten ruthenium oxide